C(#N)CN1C(C2=CC(=CC(=C2C=C1C1=CC=C(C=C1)F)[C@@H](C)NC1=C(C(=O)O)C=CC=C1)C)=O (R)-2-((1-(2-(cyanomethyl)-3-(4-fluorophenyl)-7-methyl-1-oxo-1,2-dihydroisoquinolin-5-yl)ethyl)amino)benzoic acid